ClC=1C=C2C(=NN1)N(C([C@]1(N2CCN(C1)C(=O)OC(C)(C)C)C(F)F)=O)C(=O)OC(C)(C)C di-tert-butyl (S)-2-chloro-6a-(difluoromethyl)-6-oxo-6a,7,9,10-tetrahydro-5H-pyrazino[1',2':4,5]pyrazino[2,3-c]pyridazine-5,8(6H)-dicarboxylate